C(C)(=O)C1=C(C=C(C=C1)Br)N(C(CC)=O)C(C)C N-(2-acetyl-5-bromophenyl)-N-isopropylpropionamide